CC1=CC=C(C(=O)OC2=CC(=CC(=C2)C=NC2=CC(=CC(=C2)Cl)Cl)Cl)C=C1 3-chloro-5-((3,5-dichlorophenylimino)-methyl)phenyl 4-meth-ylbenzoate